COC=1C2=CN(N=C2C=CC1N)C 4-methoxy-2-methyl-2H-indazol-5-amine